COC(=O)C1=C(SC(=C1C)C(N)=O)NC(C(CC)C1=CC=CC=C1)=O.C1(=CC=CC=C1)C(C(=O)NC=1SC(=C(C1C(=O)NCC1=CC=C(C=C1)Cl)C)C(=O)N)CC 2-(2-Phenylbutanamido)-N3-(4-chlorobenzyl)-4-methylthiophene-3,5-dicarboxamide Methyl-2-(2-phenylbutanamido)-5-carbamoyl-4-methylthiophene-3-carboxylate